N-[2-[4-[4-[1-(2,6-dioxo-3-piperidyl)-3-methyl-2-oxo-benzimidazol-4-yl]piperidine-1-carbonyl]cyclohexyl]indazol-5-yl]-6-(trifluoromethyl)pyridine-2-carboxamide O=C1NC(CCC1N1C(N(C2=C1C=CC=C2C2CCN(CC2)C(=O)C2CCC(CC2)N2N=C1C=CC(=CC1=C2)NC(=O)C2=NC(=CC=C2)C(F)(F)F)C)=O)=O